NCC1=CC2=C(N(C(N2C)=O)C2C(NC(CC2)=O)=O)C=C1 3-[5-(aminomethyl)-3-methyl-2-oxo-benzimidazol-1-yl]piperidine-2,6-dione